NC=1C=C(C=CC1OC(F)(F)F)N1CC(N(CC1)C)CO (4-(3-amino-4-(trifluoromethoxy)phenyl)-1-methylpiperazin-2-yl)methanol